C1(CCCC1)N1C(=CC2=C1N=C(N=C2)NC2=NC=C(C=C2)N2CCN(CC2)C2CCC(CC2)CCC2=CC=C(C=C2)C2C(NC(CC2)=O)=O)C(=O)N(C)C 7-cyclopentyl-2-((5-(4-(4-(4-(2,6-dioxopiperidin-3-yl)phenethyl)-cyclohexyl)-piperazin-1-yl)pyridin-2-yl)amino)-N,N-dimethyl-7H-pyrrolo[2,3-d]pyrimidine-6-carboxamide